Cl.NC/C(/CN1N=CN(C1=O)C1=C(C=C(C=C1F)Br)F)=C/F 2-[(2Z)-2-(aminomethyl)-3-fluoroprop-2-en-1-yl]-4-(4-bromo-2,6-difluorophenyl)-2,4-dihydro-3H-1,2,4-triazol-3-one hydrochloride